(3aR,5s,6aS)-N-[6-(2,4-dimethylpyrazol-3-yl)pyridazin-3-yl]-2-[(2-fluorophenyl)methyl]-3,3a,4,5,6,6a-hexahydro-1H-cyclopenta[c]pyrrol-5-amine CN1N=CC(=C1C1=CC=C(N=N1)NC1C[C@@H]2[C@@H](CN(C2)CC2=C(C=CC=C2)F)C1)C